trans-rac-N-(2-Chloro-5-(2,2-dichloro-3-(3,5-dichlorophenyl)cyclopropane-1-carboxamido)phenyl)-2-fluorobenzamide ClC1=C(C=C(C=C1)NC(=O)[C@@H]1C([C@H]1C1=CC(=CC(=C1)Cl)Cl)(Cl)Cl)NC(C1=C(C=CC=C1)F)=O |r|